(3-methyl-1H-pyrazol-5-yl)carboxamide CC1=NNC(=C1)C(=O)N